[Pd].[Pd].C(C1=CC=CC=C1)=CC(=O)C=CC1=CC=CC=C1.C(C1=CC=CC=C1)=CC(=O)C=CC1=CC=CC=C1.C(C1=CC=CC=C1)=CC(=O)C=CC1=CC=CC=C1.[Pd] palladium trisdibenzylideneacetone dipalladium